BrCC1=CC(=C(C=C1)CBr)CBr 1,3,4-tris(bromomethyl)-benzene